FC1=CC(=CC2=CC(=CC=C12)C(=O)OC1=C(C(=C(C(=C1F)F)F)F)F)CP(O)(O)=O ((4-fluoro-7-((perfluorophenoxy)carbonyl)naphthalen-2-yl)methyl)phosphonic Acid